(2R,5R)-5-((R)-2-(2-hydroxyphenyl)-4,5-dihydrooxazol-4-yl)-1-methylpyrrolidine-2-carboxylic acid OC1=C(C=CC=C1)C=1OC[C@H](N1)[C@H]1CC[C@@H](N1C)C(=O)O